O=C[C@@H](O)[C@@H](O)[C@H](O)C(=S)O thiolyxuronic acid